N[C@H]([C@H](C)C1=CC=2N=NC=C(C2S1)NCC=1SC=CC1)C 6-((2S,3S)-3-aminobutan-2-yl)-N-(thiophen-2-ylmethyl)thieno[3,2-c]pyridazin-4-amine